C(C(=O)O)(=O)O.CCCCCCC.CCCCCCC heptane hemioxalate salt